4-chlorobenzyl (4-((1-methyl-1H-pyrazole-3-carboxamido)meth-yl)phenyl)carbamate CN1N=C(C=C1)C(=O)NCC1=CC=C(C=C1)NC(OCC1=CC=C(C=C1)Cl)=O